2,3-dicarboxypropyl-Diphenyl-Phosphine Oxide C(=O)(O)C(CP(C1=CC=CC=C1)(C1=CC=CC=C1)=O)CC(=O)O